(2s,4s)-2-(2-(4-(Trifluoromethyl)phenyl)-8-azaspiro[4.5]decane-8-carbonyl)-7-oxa-5-azaspiro[3.4]octan-6-one FC(C1=CC=C(C=C1)[C@@H]1CC2(CC1)CCN(CC2)C(=O)C2CC1(C2)NC(OC1)=O)(F)F